ClC1=CC=2C(C3=CC=CC=C3SC2C(=C1)Cl)=O 2,4-dichloro-9-thioxanthone